3-(8-(6-fluoro-1,4-dimethyl-2-oxo-1,2-dihydroquinolin-3-yl)chroman-5-yl)propionic acid FC=1C=C2C(=C(C(N(C2=CC1)C)=O)C=1C=CC(=C2CCCOC12)CCC(=O)O)C